S1C=NC2=C1C=C(C=C2)\C=C/2\C(N(C(=N2)N[C@H]2[C@@H](CCC2)OC)C)=O (5Z)-5-(1,3-Benzothiazol-6-ylmethylene)-2-[[(1R,2R)-2-methoxycyclopentyl]amino]-3-methyl-imidazol-4-one